[Si](C1=CC=CC=C1)(C1=CC=CC=C1)(C(C)(C)C)OCCCCCCOC1=C(C=CC(=C1)[N+](=O)[O-])C1NCCN(C1)C 2-((6-[(tert-Butyldiphenylsilyl)oxy]hexyloxy)-4-nitrophenyl)-4-methylpiperazine